(S)-6-phenyl-3-(3-(pyridin-4-yl)-1H-pyrazol-5-yl)-1,3-oxazinan-2-one C1(=CC=CC=C1)[C@@H]1CCN(C(O1)=O)C1=CC(=NN1)C1=CC=NC=C1